5-[4-(2-methoxy-phenyl)-1,3-oxazol-2-yl]-1-(propan-2-yl)-1H-1,2,3-benzotriazole COC1=C(C=CC=C1)C=1N=C(OC1)C1=CC2=C(N(N=N2)C(C)C)C=C1